BrC=1C=C(C=CC1)C1(C2=CC=CC=C2C=2C=CC=CC12)C1=CC=CC=C1 9-(3-bromophenyl)-9-phenyl-9H-fluorene